O1CCN(CC1)C1=CC=C(C=N1)S(=O)(=O)NC1CCC(CC1)NC(OC(C)(C)C)=O tert-Butyl ((1r,4r)-4-(6-morpholinopyridine-3-sulfonamido)cyclohexyl)carbamate